C[C@@]12[C@H]3[C@@H]([C@@H]([C@@H](C2C([C@@]2([C@@H]4[C@H]([C@H]([C@H](C2C1=O)C4)C(=O)OC)C(=O)OC)C)=O)C3)C(=O)OC)C(=O)OC (1R,2R,3S,4R,4aS,5S,6S,7R,8S,8aR)-tetramethyl 4a,8a-dimethyl-9,10-dioxotetradecahydro-1,4:5,8-dimethanoanthracene-2,3,6,7-tetracarboxylate